(R)-8-((5-Chloro-2-methoxypyridin-3-yl)sulfonyl)-3-(2-oxa-6-azaspiro[3.3]heptan-6-yl)-1-oxa-8-azaspiro[4.5]decane ClC=1C=C(C(=NC1)OC)S(=O)(=O)N1CCC2(C[C@H](CO2)N2CC3(COC3)C2)CC1